OC1=CC=C(C=C1)NC(=O)[C@@H]1N(CCCC1)CC1=NC=CC=C1 (2R)-N-(4-hydroxyphenyl)-1-(2-pyridylmethyl)piperidine-2-carboxamide